tert-butyl 6-(1-acetyl-1H-indol-4-yl)-3,4-dihydropyridine-1(2H)-carboxylate C(C)(=O)N1C=CC2=C(C=CC=C12)C1=CCCCN1C(=O)OC(C)(C)C